4-(2-aminoethyl)-2-chloroaniline NCCC1=CC(=C(N)C=C1)Cl